BrC1=C(C2=C(OC3(CCC3)O2)C=C1)F 5-bromo-4-fluorospiro[benzo[d][1,3]dioxole-2,1'-cyclobutane]